FC(C(=O)N)(C(=O)N)F 2,2-difluoromalonamide